CC1=C(C=2N(C=CC2S1)CC1=CC=C(C=C1)C=1C=NC=CC1)Br Methyl-3-bromo-4-(4-(pyridin-3-yl)benzyl)-4H-thieno[3,2-b]pyrrole